C(C)(C)(C)OC(=O)N1C2CC(C(C1)C2)NCC=2C(=NC(=NC2)SC)NC 5-[[4-(methylamino)-2-methylsulfanyl-pyrimidin-5-yl]methylamino]-2-azabicyclo[2.2.1]heptane-2-carboxylic acid tert-butyl ester